N-benzyl-1-(3-methoxyphenyl)methanamine C(C1=CC=CC=C1)NCC1=CC(=CC=C1)OC